Methyl (2S)-2-[(tert-butoxycarbonyl)(methyl)amino]-3-[5-chloro-2-(5-cyclopropyl-1,3,4-oxadiazol-2-yl)phenyl]propanoate C(C)(C)(C)OC(=O)N([C@H](C(=O)OC)CC1=C(C=CC(=C1)Cl)C=1OC(=NN1)C1CC1)C